4-cyano-4-(n-hexylsulfanyl-thiocarbonyl)sulfanyl-pentanoic acid C(#N)C(CCC(=O)O)(C)SC(=S)SCCCCCC